(E)-4-chloro-N-((E)-4-chlorobut-2-enoyl)-N-(2,6-difluoro-4-(8-(1-methyl-6-(trifluoromethyl)-1H-benzo[d]imidazol-5-yl)indolizine-3-carbonyl)phenyl)but-2-enamide ClC/C=C/C(=O)N(C1=C(C=C(C=C1F)C(=O)C1=CC=C2C(=CC=CN12)C1=CC2=C(N(C=N2)C)C=C1C(F)(F)F)F)C(\C=C\CCl)=O